7-(3-(piperidine-1-carbonyl)pyrazolo[1,5-a]Pyridin-7-yl)isoquinoline-1(2H)-one N1(CCCCC1)C(=O)C=1C=NN2C1C=CC=C2C2=CC=C1C=CNC(C1=C2)=O